C1(CC1)CC=1NC=C(C1CC1=CC(=C(C=C1)S(=O)(=O)N)F)C1=CC(=CC=C1)C#CC1CCN(CC1)C1CC1 4-((2-(cyclopropylmethyl)-4-(3-((1-cyclopropylpiperidin-4-yl)ethynyl)phenyl)-1H-pyrrol-3-yl)methyl)-2-fluorobenzenesulfonamide